1-(4-(4-(6-methyl-7-(4-(piperazin-1-yl)phenyl)imidazo[1,2-b]pyridazin-3-yl)quinolin-7-yl)piperazin-1-yl)ethan-1-one CC=1C(=CC=2N(N1)C(=CN2)C2=CC=NC1=CC(=CC=C21)N2CCN(CC2)C(C)=O)C2=CC=C(C=C2)N2CCNCC2